C1CC(CC1)[C@H](CC#N)N1N=CC(=C1)C=1C2=C(N=CN1)N(C=C2)COCC[Si](C)(C)C 3-(S)-3-cyclopentyl-3-[4-(7-{[2-(trimethylsilyl)ethoxy]methyl}-7H-pyrrolo[2,3-d]pyrimidin-4-yl)-1H-pyrazol-1-yl]propanenitrile